N1CCC(CC1)CN([C@@H]1CC=2C=CC=C(C2CC1)O)CCC (S)-6-((piperidin-4-ylmethyl)(propyl)amino)-5,6,7,8-tetrahydronaphthalen-1-ol